3-(4-(Benzyloxy)phenoxy)-2-(2-(1,1-difluoroethyl)-4-fluorophenyl)benzo[b]thiophene C(C1=CC=CC=C1)OC1=CC=C(OC=2C3=C(SC2C2=C(C=C(C=C2)F)C(C)(F)F)C=CC=C3)C=C1